ClN1C(N(C(C1(C)C)=O)Cl)=O 1,3-dichloro-5,5-Dimethylimidazolidine-2,4-dione